CC=1N=C(C2=C(N1)OC=C2C(=O)N2CC(CC2)C2=CC(=CC=C2)C)NC2(CC2)C methyl-N-(1-methylcyclopropyl)-5-[3-(3-methylphenyl)pyrrolidine-1-carbonyl]furo[2,3-d]pyrimidin-4-amine